4-fluoro-2'-methoxybenzophenone FC1=CC=C(C(=O)C2=C(C=CC=C2)OC)C=C1